NCC=1C(=NN(C1)CC1COC1)C(=O)N(C)C (aminomethyl)-N,N-dimethyl-1-(oxetan-3-ylmethyl)-1H-pyrazole-3-carboxamide